Ethyl trans-2-(5-{7-cyclopropyl-5-[(1R)-1-methyl-1,2,3,4-tetrahydroisoquinoline-2-carbonyl]pyrazolo[1,5-a]pyrimidin-2-yl}-4-fluoropyridin-2-yl)cyclopropane-1-carboxylate C1(CC1)C1=CC(=NC=2N1N=C(C2)C=2C(=CC(=NC2)[C@H]2[C@@H](C2)C(=O)OCC)F)C(=O)N2[C@@H](C1=CC=CC=C1CC2)C